C(CCC)C1=NC=2C(=C3C(=NC2N)C=CS3)N1CC1=C(C=CC=C1)CN(CC)CC 2-butyl-1-(2-((diethylamino)methyl)benzyl)-1H-imidazo[4,5-d]thieno[3,2-b]pyridin-4-amine